ClC1=C(C=C(C=C1)OC)CC(=O)NC1=CC(=C(C=C1)OC1=CC(=CC=C1)Cl)S(N)(=O)=O 2-(2-chloro-5-methoxyphenyl)-N-[4-(3-chlorophenoxy)-3-sulfamoylphenyl]acetamide